N1(CCOCC1)C1=CC=C(C(=O)N)C=C1 4-(morpholin-4-yl)benzamide